O=S1CCN(CC1)C1=NC=C(C=C1)B1OC(C(O1)(C)C)(C)C 1-oxo-4-(5-(4,4,5,5-tetramethyl-1,3,2-dioxaborolane-2-yl)pyridin-2-yl)thiomorpholine